COC([C@](N)(C1=CC=CC=C1)C(F)F)=O (R)-alpha-difluoromethyl-phenylglycine methyl ester